FC1=C(C=C(CC2CC3(CN(C3)C(=O)C3CC(C3)(C)O)C2)C=C1)C (6-(4-Fluoro-3-methylbenzyl)-2-azaspiro[3.3]heptan-2-yl)((1s,3s)-3-hydroxy-3-methylcyclobutyl)methanon